(2S,4R)-1-((R)-2-(3-(2-bromoethoxy)isoxazol-5-yl)-3-methylbutyryl)-4-((tert-butyldimethylsilyl)oxy)pyrrolidine-2-carboxylic acid methyl ester COC(=O)[C@H]1N(C[C@@H](C1)O[Si](C)(C)C(C)(C)C)C([C@H](C(C)C)C1=CC(=NO1)OCCBr)=O